ClC1=CC(=C(CC=2OC3=C(C2CC)C=CC(=C3)C(=O)N)C=C1)C(F)(F)F 2-(4-chloro-2-(trifluoromethyl)benzyl)-3-ethylbenzofuran-6-carboxamide